BrC1=C2C=CC(=C(C2=CC=C1)C1=CC=CC=C1)C1=CC=CC=C1 5-bromo-1,2-diphenylnaphthalene